6-bromo-N-(4-chlorophenyl)-3-nitropyridin-2-amine BrC1=CC=C(C(=N1)NC1=CC=C(C=C1)Cl)[N+](=O)[O-]